3-[4-(7H-pyrrolo[2,3-d]pyrimidin-4-yl)-1H-pyrazol-1-yl]-3-[6-(trifluoromethyl)pyridin-3-yl]-propanenitrile trifluoroacetate FC(C(=O)O)(F)F.N1=CN=C(C2=C1NC=C2)C=2C=NN(C2)C(CC#N)C=2C=NC(=CC2)C(F)(F)F